1-methyl-1H-Pyrazole-4-carboxaldehyde CN1N=CC(=C1)C=O